FC1=C2C=NNC2=C(C=C1)C(=NO)N 4-fluoro-N'-hydroxy-1H-indazole-7-carboxamidine